(Z)-N'-(2-(methylsulfanyl)pyrimidin-4-yl)-4-(1,4,4,4-tetrafluoro-3-(3,4,5-trichlorophenyl)but-1-en-1-yl)-2-(trifluoromethyl)benzoyl-hydrazine CSC1=NC=CC(=N1)NNC(C1=C(C=C(C=C1)/C(=C/C(C(F)(F)F)C1=CC(=C(C(=C1)Cl)Cl)Cl)/F)C(F)(F)F)=O